1-bromo-4-(1-bromoethyl)benzene BrC1=CC=C(C=C1)C(C)Br